2-fluoro-4-(methoxycarbonyl)-phenylboronic acid FC1=C(C=CC(=C1)C(=O)OC)B(O)O